C(C)C=1C(=C2C=NNC2=C(C1F)F)C=1N=CC=2N(C1)C=C(N2)NC(=O)[C@H]2[C@H](C2)F (1S,2S)-N-(6-(5-ethyl-6,7-difluoro-1H-indazol-4-yl)imidazo[1,2-a]pyrazin-2-yl)-2-fluorocyclopropane-1-carboxamide